8-bromo-4-(dimethylamino)-7-fluoroquinoline-3-carboxylic acid ethyl ester hydrochloride Cl.C(C)OC(=O)C=1C=NC2=C(C(=CC=C2C1N(C)C)F)Br